C(CCCCC)(=O)OCCCC1=CC=CC=C1 3-phenylpropyl caproate